(3aR,6aS)-2-(2-fluorophenyl)octahydropyrrolo[3,4-c]pyrrole monohydrochloride Cl.FC1=C(C=CC=C1)N1C[C@@H]2CNC[C@@H]2C1